2,5-diaminobenzeneethanol NC1=C(C=C(C=C1)N)CCO